ClC1=C(C=CC=C1)C1CS(CCN1C1=CC(=C(C(=O)N[C@H](C)\C=C\S(=O)(=O)C)C=C1)F)=O 4-(3-(2-chlorophenyl)-1-oxidothiomorpholino)-2-fluoro-N-((R,E)-4-(methylsulfonyl)but-3-en-2-yl)benzamide